6-(difluoromethyl)-2-((2-methoxy-4-morpholinophenyl)amino)-7H-pyrrolo[2,3-d]pyrimidine FC(C1=CC2=C(N=C(N=C2)NC2=C(C=C(C=C2)N2CCOCC2)OC)N1)F